allyl (1-(4-(4-amino-1-methyl-1H-imidazole-2-carboxamido)-1-methyl-1H-pyrrole-2-carbonyl)-1H-indol-5-yl)carbamate hydrochloride Cl.NC=1N=C(N(C1)C)C(=O)NC=1C=C(N(C1)C)C(=O)N1C=CC2=CC(=CC=C12)NC(OCC=C)=O